C(CCCCCCC\C=C\CCCCCCCC)(=O)OCCCCCC(OC(N(CCCN(C)C)CCCN(C)C)=O)CCCCCOC(CCCCCCC\C=C\CCCCCCCC)=O 9-[3-(dimethylamino) propyl]-6-(5-{[(10E)-1-oxooctadec-9-enyl] oxy} pentyl)-13-methyl-8-oxo-9,13-diaza-7-oxatetradec-1-yl (10E)-octadec-9-enoate